(S)-4-amino-4-phenylbutane-1-ol hydrochloride Cl.N[C@@H](CCCO)C1=CC=CC=C1